[Cl-].CC(C)(CC(C)(C)C)N1C=[N+](CC1)C(C)(CC(C)(C)C)C 1,3-bis(2,4,4-trimethylpentan-2-yl)-4,5-dihydro-1H-imidazol-3-ium chloride